BrC(C)C1(OCCO1)C 2-(1-bromoethyl)-2-methyl-1,3-dioxolane